COC=1C(=C(C=CC1)C(C#C)O)OC 1-(dimethoxyphenyl)-2-propyn-1-ol